methyl (R)-4-(1-((5-methoxy-7-methyl-1-tosyl-1H-indol-4-yl)methyl)-4-(2,2,3,3-tetrafluoropropyl)-piperazin-2-yl)benzoate COC=1C(=C2C=CN(C2=C(C1)C)S(=O)(=O)C1=CC=C(C)C=C1)CN1[C@@H](CN(CC1)CC(C(F)F)(F)F)C1=CC=C(C(=O)OC)C=C1